2-(4-chlorophenoxy)-N-hydroxyacetamidine ClC1=CC=C(OCC(=N)NO)C=C1